CN(C)CC1CN(C1)C1=CC(=C(C=C1)NC1=NC=C(C(=N1)NCCCN1CCOCCC1=O)C(F)(F)F)CC 4-(3-((2-((4-(3-((dimethylamino)methyl)azetidin-1-yl)-2-ethylphenyl)amino)-5-(trifluoromethyl)pyrimidin-4-yl)amino)propyl)-1,4-oxazepan-5-one